prop-2-en-1-yl (3-{[(di-tert-butoxyphosphoryl)oxy]methyl}pyridin-2-yl)methylcarbamate C(C)(C)(C)OP(=O)(OC(C)(C)C)OCC=1C(=NC=CC1)CNC(OCC=C)=O